BrC1=C(C=C2C(=NC(=NC2=C1OC1CC1)OC1CCN(CC1)C)N1CCN(CC1)C(=O)OC(C)(C)C)Cl tert-butyl 4-(7-bromo-6-chloro-8-cyclopropoxy-2-((1-methylpiperidin-4-yl)oxy)quinazolin-4-yl)piperazin-1-carboxylate